6-(4-(1'-(4-chloro-3-fluorophenyl)-3-(methoxymethyl)-1',2'-dihydrospiro[cyclobutane-1,3'-pyrrolo[3,2-b]pyridine]-5'-carbonyl)-3,3-dimethylpiperazin-1-yl)-2,4-dimethylnicotinic acid ClC1=C(C=C(C=C1)N1CC2(C3=NC(=CC=C31)C(=O)N3C(CN(CC3)C3=NC(=C(C(=O)O)C(=C3)C)C)(C)C)CC(C2)COC)F